5',6'-dihydrospiro[cyclopropane-1,7'-pyrazolo[4,3-c]pyridin]-4'(2'H)-one N=1NC=C2C(NCC3(C21)CC3)=O